(2R,3S,5R)-5-(6-amino-2-chloro-9H-purin-9-yl)-2-((((1s,4R)-4-butylcyclohexane-1-carbonyl)oxy)methyl)-2-ethynyltetrahydrofuran-3-yl (1s,4S)-4-butylcyclohexane-1-carboxylate C(CCC)C1CCC(CC1)C(=O)O[C@@H]1[C@@](O[C@H](C1)N1C2=NC(=NC(=C2N=C1)N)Cl)(C#C)COC(=O)C1CCC(CC1)CCCC